6-Fluoro-8-methyl-7-(3-(2-(4-methylpiperazin-1-yl)pyridin-4-yl)-1H-pyrazolo[4,3-d]pyrimidin-5-yl)-1,2,3,4-tetrahydroisoquinoline FC=1C=C2CCNCC2=C(C1C=1N=CC2=C(N1)C(=NN2)C2=CC(=NC=C2)N2CCN(CC2)C)C